O=S1(CCC(=CC1)C1=CC2=C(N=CN=C2N[C@H](C)C=2C(=C(C=CC2)C(C#N)(F)F)F)N(C1=O)C)=O 2-{3-[(1R)-1-{[6-(1,1-dioxo-3,6-dihydro-2H-1λ6-thiopyran-4-yl)-8-methyl-7-oxo-7H,8H-pyrido[2,3-d]pyrimidin-4-yl]amino}ethyl]-2-fluorophenyl}-2,2-difluoroacetonitrile